1-((2-amino-9-((2r,3r,5s)-3-hydroxy-5-(hydroxymethyl)tetrahydrofuran-2-yl)-6,8-dioxo-1,6,8,9-tetrahydro-7H-purin-7-yl)methyl)cyclopropane-1-carboxylic acid NC=1NC(C=2N(C(N(C2N1)[C@@H]1O[C@@H](C[C@H]1O)CO)=O)CC1(CC1)C(=O)O)=O